N-(7-(4-amino-5-(3-fluoro-4-((4-methylpyrimidin-2-yl)oxy)phenyl)-7-methyl-5H-pyrrolo[3,2-d]pyrimidin-6-yl)benzo[d]oxazol-4-yl)acrylamide NC=1C2=C(N=CN1)C(=C(N2C2=CC(=C(C=C2)OC2=NC=CC(=N2)C)F)C2=CC=C(C=1N=COC12)NC(C=C)=O)C